ClC1=C(CN2CCN(CC2)C(CCC=2C(=NN(C2C)C=2C=CC=3N(N2)C(=NN3)C)C)=O)C(=CC=C1)Cl 1-(4-(2,6-dichlorobenzyl)piperazin-1-yl)-3-(3,5-dimethyl-1-(3-methyl-[1,2,4]triazolo[4,3-b]pyridazin-6-yl)-1H-pyrazol-4-yl)propan-1-one